4-Bromo-2-chloro-1-fluoro-benzene BrC1=CC(=C(C=C1)F)Cl